C(C)C1=C(C(=CC=C1)CC)N1C(C(CC1(C)C)(C1=CC=CC=C1)C)=[Ru-4](=CC1=C(C=CC(=C1)[N+](=O)[O-])OC(C)C)(I)I (1-(2,6-diethylphenyl)-3,5,5-trimethyl-3-phenylpyrrolidin-2-ylidene)diiodo(2-isopropoxy-5-nitrobenzylidene)ruthenium(II)